7-Amino-8-(3-methoxy-2-methylphenyl)-2,3-dimethylquinoxaline-6-carboxamide NC1=C(C=C2N=C(C(=NC2=C1C1=C(C(=CC=C1)OC)C)C)C)C(=O)N